6-benzylamino-9-β-D-ribofuranosylpurine C(C1=CC=CC=C1)NC1=C2N=CN(C2=NC=N1)[C@H]1[C@H](O)[C@H](O)[C@H](O1)CO